C(CCCC(=O)O)(=O)O.C1(CCC(N1)=O)=O.C1(CCC(N1)=O)=O disuccinimide glutarate